CON(C(=O)C1=C(N=CO1)SC)C N-methoxy-N-methyl-4-(methylthio)oxazole-5-carboxamide